trans-2-(2-(2-benzyl-4-phenylbutylamino)acetylamino)cyclohexanecarboxylic acid C(C1=CC=CC=C1)C(CNCC(=O)N[C@H]1[C@@H](CCCC1)C(=O)O)CCC1=CC=CC=C1